C(C)OC(C(C)(C)C1CC(C1)(F)F)=O 2-(3,3-Difluorocyclobutyl)-2-methyl-propionic acid ethyl ester